OC(CCCCCCCCCCCCCCCCCCC(=O)O)CCCCCCCCC 20-Hydroxy-nonacosanoic acid